ClC1=CC(=C(C=C1)N(C1=C(C(=CC(=C1)F)N)C)C)F N1-(4-chloro-2-fluorophenyl)-5-fluoro-N1,2-dimethylbenzene-1,3-diamine